(3S)-4-[7-[6-[bis[(4-methoxyphenyl)methyl]amino]-4-methyl-3-(trifluoromethyl)-2-pyridinyl]-6-chloro-2,8-difluoro-quinazolin-4-yl]-3-methyl-piperazine-1-carboxylic acid tert-butyl ester C(C)(C)(C)OC(=O)N1C[C@@H](N(CC1)C1=NC(=NC2=C(C(=C(C=C12)Cl)C1=NC(=CC(=C1C(F)(F)F)C)N(CC1=CC=C(C=C1)OC)CC1=CC=C(C=C1)OC)F)F)C